ClC=1C(=NC(=NC1)NC1=NC=C(C=C1)N1CCOCC1)NC1=CC(=CC=C1)C(F)(F)F 5-chloro-N2-(5-morpholinopyridin-2-yl)-N4-(3-(trifluoromethyl)phenyl)pyrimidine-2,4-diamine